C(C1=CC=CC=C1)N1CCC(CC1)CCNC(=O)N1[C@H](CN(C[C@H]1C)C1=NC=C(C=C1)C#N)C (2S,6R)-N-[2-(1-benzylpiperidin-4-yl)ethyl]-4-(5-cyanopyridin-2-yl)-2,6-dimethylpiperazine-1-carboxamide